N-butyl-pyridine chloride salt [Cl-].C(CCC)N1CC=CC=C1